ClC1=CC=C(C=C1)C1OCCCO1 2-(4-chlorophenyl)-1,3-dioxane